O=C1NC(CCC1N1C(C2=CC=C(C=C2C1)C(=O)N[C@@H](C(F)(F)F)C1=CC=C(C=C1)N1CCOCC1)=O)=O 2-(2,6-dioxopiperidin-3-yl)-1-oxo-N-((R)-2,2,2-trifluoro-1-(4-morpholinophenyl)ethyl)isoindoline-5-carboxamide